N-(1,1-dioxidotetrahydro-2H-thiopyran-4-yl)-3-(1H-imidazol-1-yl)benzamide O=S1(CCC(CC1)NC(C1=CC(=CC=C1)N1C=NC=C1)=O)=O